C(C)(=O)N[C@@H](C(SCC(O)CO)(C(CCCCCCCCCCCCCCC)=O)C(CCCCCCCCCCCCCCC)=O)C(=O)O N-acetyl-(dipalmitoyl-S-glyceryl-cysteine)